C1([C@H](N)[C@@H](O[C@@H](C(=O)O)C)[C@H](O)[C@H](O1)CO)N=[N+]=[N-] Muramyl Azide